BrC1=CC(=CC=2CCCC(C12)(O)CC)NC(OC(C)(C)C)=O tert-butyl (4-bromo-5-ethyl-5-hydroxy-5,6,7,8-tetrahydronaphthalen-2-yl)carbamate